(3R,4R)-3-Methyl-4-(3-fluoro-4-(trifluoromethoxy)phenyl)piperidine-1-carbonyl-7-oxa-5-azaspiro[3.4]octan-6-one C[C@H]1CN(CCC1C1=CC(=C(C=C1)OC(F)(F)F)F)C(=O)C1CC[C@@]12NC(OC2)=O